methyl 4-(3-chlorothien-2-yl)-4-oxobutanoate ClC1=C(SC=C1)C(CCC(=O)OC)=O